C(C1=CC=CC=C1)OC(=O)NC(C=1OC2=C(N1)C=C(C=C2)C(=O)OC)C2CCC(CC2)(F)F Methyl 2-((((benzyloxy)carbonyl)amino)(4,4-difluorocyclohexyl)methyl)benzo[d]-oxazole-5-carboxylate